3-(methacryloyloxymethyl)-2,2,4,4-tetrafluorooxetane C(C(=C)C)(=O)OCC1C(OC1(F)F)(F)F